1-isopropyl-5-(2-methoxy-3-pyridinyl)-3-methyl-N-[[2-(trifluoromethyl)-3-pyridinyl]methyl]pyrazolo[4,3-b]pyridin-7-amine C(C)(C)N1N=C(C2=NC(=CC(=C21)NCC=2C(=NC=CC2)C(F)(F)F)C=2C(=NC=CC2)OC)C